4-(2,3,4,5-tetrahydro-1H-pyrido[4,3-b]indol-8-yl)benzonitrile hydrochloride Cl.C1NCCC=2NC=3C=CC(=CC3C21)C2=CC=C(C#N)C=C2